2-bromo-3,6-difluorobenzamide BrC1=C(C(=O)N)C(=CC=C1F)F